[NH+]1=CCC2=CC=CC=C12 3H-Indolium